4-ethyl-3-decen-5-ol C(C)C(=CCC)C(CCCCC)O